COC1=C(C(=CC(=C1)[C@H]1C2=CC3=C(OCO3)C=C2CC2=C1C(OC2)=O)OC)OC(=O)C=2NC=CC2 1H-Pyrrole-2-carboxylic acid (5S)-2,6-dimethoxy-4-(6-oxo-5,6,8,9-tetrahydrofuro[3',4':6,7]naphtho[2,3-d][1,3]dioxol-5-yl)-phenyl ester